N-(3-iodo-1-tetrahydropyran-2-yl-pyrazolo[4,3-c]pyridin-6-yl)acetamide IC1=NN(C2=C1C=NC(=C2)NC(C)=O)C2OCCCC2